(E)-2-(7-(3-(4-hydroxyphenyl)acryloyl)-2-oxo-benzo[d]oxazol-3(2H)-yl)acetic acid OC1=CC=C(C=C1)/C=C/C(=O)C1=CC=CC=2N(C(OC21)=O)CC(=O)O